2-phenyl-4,6-bis(3,5-dipyridylphenyl)pyrimidine C1=CC=C(C=C1)C2=NC(=CC(=N2)C3=CC(=CC(=C3)C4=CC=CC=N4)C5=CC=CC=N5)C6=CC(=CC(=C6)C7=CC=CC=N7)C8=CC=CC=N8